C(#N)C=1C=C(C=CC1)C1=NN2C(N=C(C=C2)C(=O)NC2CNC(C2)=O)=C1C1=CC(=NC(=C1)C)C 2-(3-cyanophenyl)-3-(2,6-dimethyl-4-pyridinyl)-N-(5-oxopyrrolidin-3-yl)pyrazolo[1,5-a]pyrimidine-5-carboxamide